OC=1C=C(C(=O)O)C=CC1C 3-hydroxy-4-methylbenzoic acid